C(C1=CC=CC=C1)OC(=O)N1C[C@@H]([C@@H](C1)CC)C(CN(C=1N=C2C(=NC1)N(C=C2)S(=O)(=O)CC2=CC=CC=C2)C(=O)OC(C)(C)C)=O (3R,4S)-3-(N-(tert-butoxycarbonyl)-N-(5-toluenesulfonyl-5H-pyrrolo[2,3-b]pyrazin-2-yl)glycyl)-4-ethylpyrrolidine-1-carboxylic acid benzyl ester